2,2-dimethyl-3-methoxy-prop-1-ylamine CC(CN)(COC)C